COC1=NC2=CC(=CC=C2C(=C1C(=O)NCC=1C=C(C=CC1)C)C)C(F)(F)F 2-methoxy-4-methyl-N-(m-tolyl-methyl)-7-(trifluoromethyl)-quinoline-3-carboxylic acid amide